C(C)(C)(C)OC(=O)N1CC(C1)NC1=NC=CC=C1N 3-((3-aminopyridin-2-yl)amino)azetidine-1-carboxylic acid tert-butyl ester